rel-(2R,3S)-3-(2-chlorophenyl)-2-(2,4-difluorophenyl) ethylene oxide ClC1=C(C=CC=C1)C=1C(=C(C=CC1F)[C@@H]1CO1)F |o1:14|